ClC1=CC=2C(=NC=C(C2)C2=CSC(=C2)C(NCC(F)(F)F)=O)N1C(=O)OC(C)(C)C tert-Butyl 2-chloro-5-(5-((2,2,2-trifluoroethyl)carbamoyl)thiophen-3-yl)-1H-pyrrolo-[2,3-b]pyridine-1-carboxylate